BrC=1C2=C(C(=NC1[C@H](CC1=CC(=CC(=C1)F)F)NC(OC(C)(C)C)=O)C#CC(C)(S(=O)(=O)C)C)CCC2 Tert-butyl (S)-(1-(4-bromo-1-(3-methyl-3-(methanesulfonyl)but-1-yn-1-yl)-6,7-dihydro-5H-cyclopenta[c]pyridin-3-yl)-2-(3,5-difluorophenyl)ethyl)carbamate